N-((S)-sec-butyl)-N-(3-chloro-4-fluorophenyl)-2-(6-methyl-4-(trifluoromethyl)-pyridin-2-yl)-5-oxopyrazolidine-3-carboxamide [C@H](C)(CC)N(C(=O)C1N(NC(C1)=O)C1=NC(=CC(=C1)C(F)(F)F)C)C1=CC(=C(C=C1)F)Cl